5-amino-3-(6-fluoro-7-((5-fluoro-2-methoxybenzamido)methyl)-1H-indol-4-yl)-1-(2,2,2-trifluoroethyl)-1H-pyrazole-4-carboxamide NC1=C(C(=NN1CC(F)(F)F)C1=C2C=CNC2=C(C(=C1)F)CNC(C1=C(C=CC(=C1)F)OC)=O)C(=O)N